BrC(C(=O)N)C bromopropan-amide